[4-[(4S)-2,2-dimethyl-4-piperidinyl]-3-methyl-2-oxo-benzimidazol-1-yl]Piperazine CC1(NCC[C@@H](C1)C1=CC=CC=2N(C(N(C21)C)=O)N2CCNCC2)C